2,6-Difluoro-3-(3-methyl-5-(methyl(tetrahydro-2H-pyran-4-yl)amino)-1H-pyrazolo[4,3-b]pyridine-1-yl)-5-(trifluoromethyl)phenol FC1=C(C(=C(C=C1N1N=C(C2=NC(=CC=C21)N(C2CCOCC2)C)C)C(F)(F)F)F)O